3-(Dibenzylamino)propane-1-sulfonic acid C(C1=CC=CC=C1)N(CCCS(=O)(=O)O)CC1=CC=CC=C1